tert-butyl (2S,5R)-4-(1-(4-fluoro-2-(trifluoromethyl) phenyl) ethyl)-2,5-dimethylpiperazine-1-carboxylate FC1=CC(=C(C=C1)C(C)N1C[C@@H](N(C[C@H]1C)C(=O)OC(C)(C)C)C)C(F)(F)F